7-Chloro-N-(2,2,6,6-tetramethyltetrahydro-2H-pyran-4-yl)-4H-chromeno[3,4-d]thiazol-2-amine ClC=1C=CC2=C(C1)OCC=1N=C(SC12)NC1CC(OC(C1)(C)C)(C)C